BrC1=C(C(=CC2=C1[C@H]([C@](O2)(C#N)C2=CC=CC=C2)O)F)Cl (2r,3r)-4-bromo-5-chloro-6-fluoro-3-hydroxy-2-phenyl-2,3-dihydrobenzofuran-2-carbonitrile